2-(difluoromethyl)-4-fluorobenzonitrile FC(C1=C(C#N)C=CC(=C1)F)F